N-((3R,4S)-4-((7-(2,6-difluoro-3,5-dimethoxyphenyl)-5-(2,6-dimethylmorpholino)-2,6-naphthyridin-3-yl)amino)tetra-hydrofuran-3-yl)acrylamide FC1=C(C(=C(C=C1OC)OC)F)C1=NC(=C2C=C(N=CC2=C1)N[C@H]1[C@H](COC1)NC(C=C)=O)N1CC(OC(C1)C)C